4-hydroxyphenylformamide OC1=CC=C(C=C1)NC=O